N(CCO)CCO 2,2'-azanediylbis(ethan-1-ol)